(R)-N-(3-((tert-Butyldimethylsilyl)oxy)-4-(4-(2-methoxyphenyl)piperazin-1-yl)butyl)-6-methyl-1,3-dihydro-2H-pyrrolo[3,4-c]pyridine-2-carboxamide [Si](C)(C)(C(C)(C)C)O[C@H](CCNC(=O)N1CC=2C=NC(=CC2C1)C)CN1CCN(CC1)C1=C(C=CC=C1)OC